C(C)(C)C1(CC2=CC=CC=C2C1)C(=O)O 2-isopropyl-2,3-dihydro-1H-indene-2-carboxylic acid